(7R,14R)-11-(2-(1-aminocyclobutyl)pyrimidin-5-yl)-1-(but-1-yn-1-yl)-6-(methyl-d3)-6,7-dihydro-7,14-methanobenzo[f]benzo[4,5]imidazo[1,2-a][1,4]diazocin-5(14H)-one NC1(CCC1)C1=NC=C(C=N1)C1=CC2=C(N=C3N2[C@H]2C4=C(C(N([C@@H]3C2)C([2H])([2H])[2H])=O)C=CC=C4C#CCC)C=C1